(3S,4R)-3-fluoro-1-[4-({5-[(2S)-1-hydroxypropan-2-yl]-8-[(2S,3R)-3-(methanesulfonyl-methyl)-2-methylazetidin-1-yl]isoquinolin-3-yl}amino)pyrimidin-2-yl]-3-methyl-piperidin-4-ol F[C@]1(CN(CC[C@H]1O)C1=NC=CC(=N1)NC=1N=CC2=C(C=CC(=C2C1)[C@@H](CO)C)N1[C@H]([C@@H](C1)CS(=O)(=O)C)C)C